oxalic acid scandium [Sc].C(C(=O)O)(=O)O